FC(N1N=CC2=CC=C(C=C12)COC1=CC=CC(=N1)C1CCN(CC1)CC1=NC2=C(N1C[C@H]1OCC1)C=C(C=C2)C(=O)[O-])F (S)-2-((4-(6-((1-(difluoromethyl)-1H-indazol-6-yl)methoxy)pyridin-2-yl)piperidine-1-yl)methyl)-1-(oxetan-2-ylmethyl)-1H-benzo[d]imidazole-6-carboxylate